4-((1R,5S)-3,8-diazabicyclo[3.2.1]octan-3-yl)-7-(4-chloro-5-fluoro-1H-indol-3-yl)-8-fluoro-2-((tetrahydro-1H-pyrrolizin-7a(5H)-yl)methoxy)quinazoline [C@H]12CN(C[C@H](CC1)N2)C2=NC(=NC1=C(C(=CC=C21)C2=CNC1=CC=C(C(=C21)Cl)F)F)OCC21CCCN1CCC2